NC=1C(=C(C=NC1)C1=CC=C2C=NC(=NC2=C1)NC1=C(C=C2CCN(CC2=C1)C)OC)C 7-(5-amino-4-methylpyridin-3-yl)-N-(6-methoxy-2-methyl-1,2,3,4-tetrahydroisoquinolin-7-yl)quinazolin-2-amine